C(C)(C)[C-]1C=CC=C1 iso-propyl-cyclopentadienide